5-[4-(dimethoxymethyl)-4-fluoro-1-piperidinyl]-2-nitropyridine COC(C1(CCN(CC1)C=1C=CC(=NC1)[N+](=O)[O-])F)OC